CC1=NC(=NO1)C(=O)NC1CCC2=CC(=CC=C12)C1=NOC(=N1)C 5-methyl-N-(5-(5-methyl-1,2,4-oxadiazol-3-yl)-2,3-dihydro-1H-inden-1-yl)-1,2,4-oxadiazole-3-carboxamide